myristoate C(CCCCCCCCCCCCC)(=O)[O-]